OCC1(CCN(CC1)CC1=CN=C(N1CC1=CC=C(C#N)C=C1)C)CC1=NC=CC(=C1)Cl 4-{5-[4-hydroxymethyl-4-(4-chloropyridin-2-ylmethyl)-piperidine-1-ylmethyl]-2-methylimidazol-1-ylmethyl}benzonitrile